FC(CS(=O)(=O)NC1=CC(=C(C=C1)OC1=CC=CC=C1)C=1C2=C(C(N(C1)C)=O)NC=C2)(F)F 2,2,2-trifluoro-N-[3-(6-methyl-7-oxo-6,7-dihydro-1H-pyrrolo[2,3-c]pyridin-4-yl)-4-phenoxyphenyl]ethanesulfonamide